((7-azabicyclo[2.2.1]heptan-7-yl)methyl)-6-fluorobenzonitrile C12CCC(CC1)N2CC2=C(C#N)C(=CC=C2)F